FC1=C(C(=O)O)C=CC=C1C1CN(CC1)C1=CC=CC2=CC=CC=C12 2-fluoro-3-(1-(naphthalen-1-yl)pyrrolidin-3-yl)benzoic acid